N[C@@H](CSCCCC\C=C(\C(=O)O)/NC(=O)[C@@H]1C(C1)(C)C)C(=O)O (Z)-7-[[(R)-2-amino-2-carboxyethyl]thio]-2-[(S)-2,2-dimethylcyclopropanecarboxamido]-2-heptenoic acid